2-(4-(1H-indole-2-carbonyl)piperazin-1-yl)-N-(1-(methoxymethyl)cyclobutyl)-2-oxoacetamide N1C(=CC2=CC=CC=C12)C(=O)N1CCN(CC1)C(C(=O)NC1(CCC1)COC)=O